3-(1H-pyrazole-4-yl)-5-(8-(pyrrolidin-2-yl)isoquinolin-6-yl)pyridin-2-amine N1N=CC(=C1)C=1C(=NC=C(C1)C=1C=C2C=CN=CC2=C(C1)C1NCCC1)N